CC(C(CO)O)C 3-methylbutane-1,2-diol